(R)-1-(4-((5-(1-(2,2-Difluoroethyl)-1H-benzo[d][1,2,3]triazol-6-yl)-4-methoxypyrrolo[2,1-f][1,2,4]triazin-2-yl)amino)-3,3-difluoropiperidin-1-yl)-2-(dimethylamino)ethan-1-one FC(CN1N=NC2=C1C=C(C=C2)C=2C=CN1N=C(N=C(C12)OC)N[C@H]1C(CN(CC1)C(CN(C)C)=O)(F)F)F